FC1=C(OC=2C=CC(=NC2)NC([C@H](C)N2C[C@@H](C(CC2)(F)F)C2=CC=[N+](C=C2)[O-])=O)C=CC(=C1)F 4-((S)-1-((S)-1-((5-(2,4-difluorophenoxy)pyridin-2-yl)amino)-1-oxopropan-2-yl)-4,4-difluoropiperidin-3-yl)pyridine 1-oxide